C[C@@H]1C[C@]23CC[C@@H]4[C@]([C@@H]2CC[C@H]1C3)(CCCC4(C)C)CC=O Kauran-18-al